1-((2S,4R)-4-hydroxy-2-((6-((6-methoxy-2-methyl-1,2,3,4-tetrahydroisoquinolin-7-yl)amino)-1H-pyrazolo[3,4-d]pyrimidin-1-yl)methyl)pyrrolidin-1-yl)ethan-1-one O[C@@H]1C[C@H](N(C1)C(C)=O)CN1N=CC=2C1=NC(=NC2)NC2=C(C=C1CCN(CC1=C2)C)OC